2,4-dibromo-5-[(trifluoroacetyl)amino]benzenesulfonyl chloride BrC1=C(C=C(C(=C1)Br)NC(C(F)(F)F)=O)S(=O)(=O)Cl